ClC1=C(C=C(C=C1)N1CC2(C3=NC=CC=C31)CC(C2)COC)F (4-chloro-3-fluorophenyl)-3-(methoxymethyl)-1',2'-dihydrospiro[cyclobutane-1,3'-pyrrolo[3,2-b]pyridine]